4-(bicyclo[1.1.1]pentan-1-ylamino)-2-(methylsulfonyl)pyrimidine-5-carboxamide C12(CC(C1)C2)NC2=NC(=NC=C2C(=O)N)S(=O)(=O)C